FC=1C(=C(C=CC1F)[C@H]1[C@@H](O[C@@]([C@H]1C)(C(F)(F)F)C)C(=O)NC1=CC(=NC=C1)C(=O)N)OC(C)C (2R,3S,4S,5S)-4-[[3-(3,4-Difluoro-2-isopropoxy-phenyl)-4,5-dimethyl-5-(trifluoromethyl)tetrahydrofuran-2-carbonyl]amino]pyridin-2-carboxamid